[N+](=O)([O-])C1(NN2C(N=NC(=C2)C2=NN=NN2)=C1[N+](=O)[O-])N 7,8-dinitro-3-(1H-tetrazol-5-yl)pyrazolo[5,1-c][1,2,4]Triazine-7-amine